(S)-5-((4-((2-hydroxy-1-phenylethyl)amino)-5-(5-(pyridin-2-yl)-1,3,4-oxadiazol-2-yl)pyridin-2-yl)amino)-3,3-dimethyl-[1,2]oxaborolo[4,3-b]pyridin-1(3H)-ol OC[C@H](C1=CC=CC=C1)NC1=CC(=NC=C1C=1OC(=NN1)C1=NC=CC=C1)NC1=CC=C2C(=N1)C(OB2O)(C)C